4-[3-(4-Acetyl-3-hydroxy-2-propylphenoxy)propoxy]phenoxyacetic acid C(C)(=O)C1=C(C(=C(OCCCOC2=CC=C(OCC(=O)O)C=C2)C=C1)CCC)O